C(C)(C)(C)OC(=O)N1CC2C(C2(CC1)C=1C=C2C=NN(C2=CC1C)C1=CC=C(C=C1)F)(F)F.CC(C)(CCC(C)(OOC(=O)OC(C)C)C)OOC(=O)OC(C)C 2,5-dimethyl-2,5-bis(isopropoxycarbonyl-peroxy)hexane tert-butyl-7,7-difluoro-6-(1-(4-fluorophenyl)-6-methyl-1H-indazol-5-yl)-3-azabicyclo[4.1.0]heptane-3-carboxylate